[F-].C(C)N1CN(C=C1)C 1-ethyl-3-methylimidazole fluoride salt